Tertbutyl-paraben-d9 C(C)(C)(C)C1=C(C(C(C(C1(C(O[2H])=O)[2H])([2H])[2H])([2H])[2H])(O[2H])[2H])[2H]